CC1=CC=C(C=C1)C=1C=C(SC1)C(=O)C1=CC(=C(C(=C1)OC)OC)OC (4-(4-Methylphenyl)thiophen-2-yl)(3,4,5-trimethoxyphenyl)methanone